Heptadecafluoro-2-hydroxyundecyl acrylate C(C=C)(=O)OC(C(C(C(C(C(C(C(CCC(F)(F)F)F)(F)F)(F)F)(F)F)(F)F)(F)F)(O)F)(F)F